(4-chloro-phenyl)-4-fluoro-3-(1-hydroxymethyl-cyclopropylmethoxy)-6-(1-hydroxy-1-methyl-ethyl)-2-{4-[(triisopropylsilyl)-ethynyl]-benzyl}-2,3-dihydro-isoindol-1-one ClC1=CC=C(C=C1)C1(N(C(C2=CC(=CC(=C12)F)C(C)(C)O)=O)CC1=CC=C(C=C1)C#C[Si](C(C)C)(C(C)C)C(C)C)OCC1(CC1)CO